The molecule is a pyridinedicarboxylic acid carrying carboxy groups at positions 2 and 4. It is a conjugate acid of a lutidinate(1-). C1=CN=C(C=C1C(=O)O)C(=O)O